(R)-N-(3-(5-fluoro-2-((6-(hydroxymethyl)-5-methoxypyridin-3-yl)amino)pyrimidin-4-yl)-1H-indol-7-yl)-3-methoxy-2-(4-methylpiperazin-1-yl)propanamide FC=1C(=NC(=NC1)NC=1C=NC(=C(C1)OC)CO)C1=CNC2=C(C=CC=C12)NC([C@@H](COC)N1CCN(CC1)C)=O